6-[(2R)-2-amino-3-cyclopropoxypropyl]-7-methyl-N-[(thiophen-2-yl)methyl]thieno[3,2-c]pyridazin-4-amine N[C@H](CC1=C(C=2N=NC=C(C2S1)NCC=1SC=CC1)C)COC1CC1